ethyloctadecyl-ammonium Cobalt [Co+2].C(C)[NH2+]CCCCCCCCCCCCCCCCCC